N-(piperidin-3-yl)-4-(1,2,3,4-tetrahydroquinolin-8-yloxy)-5-(trifluoromethyl)pyrimidin-2-amine N1CC(CCC1)NC1=NC=C(C(=N1)OC=1C=CC=C2CCCNC12)C(F)(F)F